C(C)(C)C1=CC(=NN1)C(=O)N1CC2(C1)CN(C2)C(=O)C2=NNC=C2CC(F)(F)F [2-(5-Isopropyl-1H-pyrazole-3-carbonyl)-2,6-diazaspiro[3.3]heptan-6-yl]-[(2,2,2-trifluoroethyl)pyrazol-3-yl]methanone